4-bromo-3-methyl-1-(tetrahydro-2H-pyran-2-yl)-1H-pyrazole-5-carbaldehyde BrC=1C(=NN(C1C=O)C1OCCCC1)C